6-Bromo-5-chloro-7,9-dihydrofuro[3,4-f]quinazolin-1-ol Methyl-5-amino-7-bromo-6-chloro-1,3-dihydroisobenzofuran-4-carboxylate CC1OCC=2C(=C(C(=C(C12)Br)Cl)N)C(=O)OC=1N=CN=C2C(=C(C3=C(C12)COC3)Br)Cl